CC(C(=O)N[C@@H]1[C@@H](CNCC1)C1=CC=CC=C1)(COC1=NC=CC=C1OC(F)(F)F)C 2,2-dimethyl-N-(cis-3-phenylpiperidin-4-yl)-3-((3-(trifluoromethoxy)pyridin-2-yl)oxy)propanamide